Propylene Dichloride C(C(C)Cl)Cl